F[C@]1([C@@H](C1)C(=O)OC)COC1=CC(=CC(=C1)[N+](=O)[O-])OC trans-methyl 2-fluoro-2-((3-methoxy-5-nitrophenoxy) methyl)-cyclopropanecarboxylate